C(C)(C)(C)OC(=O)NC1=C(C=CC(=C1)N)C(C(=O)N)(CCCC(=O)N)C1=C(C=C(C=C1)N)NC(=O)OC(C)(C)C bis(2-t-butoxycarbonylamino-4-aminophenyl)adipamide